Ethyl 6-(4-methyl-3,4-dihydro-2H-1,4-benzoxazin-7-yl)-4-oxo-4,5-dihydropyrazolo[1,5-a]-pyrazine-2-carboxylate CN1CCOC2=C1C=CC(=C2)C=2NC(C=1N(C2)N=C(C1)C(=O)OCC)=O